2-((6-(6-azaspiro[3.4]octan-2-ylmethoxy)pyridazin-3-yl)amino)-6-(2,6-dichlorophenyl)-8-methylpyrido[2,3-d]pyrimidin-7(8H)-one C1C(CC12CNCC2)COC2=CC=C(N=N2)NC=2N=CC1=C(N2)N(C(C(=C1)C1=C(C=CC=C1Cl)Cl)=O)C